C(C)OC(C(=C)C)=O.ClC=1C(OC(C1Cl)O)=O 3,4-dichloro-5-hydroxy-5H-furan-2-one ethyl-methacrylate